1-(difluoromethyl)cyclopentanecarboxylic acid FC(C1(CCCC1)C(=O)O)F